tert-butyl (4-(5-methoxypyrimidin-4-yl)-2-methylbenzyl)carbamate COC=1C(=NC=NC1)C1=CC(=C(CNC(OC(C)(C)C)=O)C=C1)C